C(C)N1C(OCC2=C1N=C(N=C2)N[C@@H](C)C2=CC=C(C=C2)C(CC)N2CCN(CC2)CC=C)=O 1-Ethyl-7-[[(1S)-1-[4-[1-(4-prop-2-enylpiperazin-1-yl)propyl]phenyl]ethyl]amino]-4H-pyrimido[4,5-d][1,3]oxazin-2-one